(2S)-2-amino-3-(3,4-dihydroxyphenyl)-2-methylpropanoic acid ethyl ester C(C)OC([C@@](CC1=CC(=C(C=C1)O)O)(C)N)=O